N-[2-(1H-Imidazol-1-yl)ethyl]-6-{4-[1-(propan-2-yl)piperidin-4-yl]-1,4-diazepan-1-yl}pyridine-2-carboxamide N1(C=NC=C1)CCNC(=O)C1=NC(=CC=C1)N1CCN(CCC1)C1CCN(CC1)C(C)C